N-[2-(1-diethoxyphosphoryl-4-piperidyl)ethyl]-4-[[3-[4-(difluoromethoxy)phenyl]imidazo[1,2-a]pyrazin-8-yl]amino]-N,2-dimethyl-benzamide C(C)OP(=O)(OCC)N1CCC(CC1)CCN(C(C1=C(C=C(C=C1)NC=1C=2N(C=CN1)C(=CN2)C2=CC=C(C=C2)OC(F)F)C)=O)C